tert-butyl-5-((2-(2-cyano-4-fluorophenyl)-5-oxa-2-azaspiro[3.4]octan-7-yl)oxy)-2'-ethoxy-N-((R)-pyrrolidin-3-yl)-[2,3'-bipyridine]-6-carboxamide C(C)(C)(C)C=1C(=NC(=C(C1)OC1COC2(CN(C2)C2=C(C=C(C=C2)F)C#N)C1)C(=O)N[C@H]1CNCC1)C=1C(=NC=CC1)OCC